(S)-4-(8-(fluoromethyl)-3-(1-(prop-1-yn-1-yl)pyrrolidin-2-yl)imidazo[1,5-a]pyrazin-1-yl)-N-(4-(trifluoromethyl)pyridin-2-yl)benzamide FCC=1C=2N(C=CN1)C(=NC2C2=CC=C(C(=O)NC1=NC=CC(=C1)C(F)(F)F)C=C2)[C@H]2N(CCC2)C#CC